P(=O)(O)(O)O.FC=1C=C(C=CC1C=1C=NC(=CC1)C=1N=NN(N1)C=C)N1C(O[C@@H](C1)C(C(F)(F)F)O)=O (S)-3-(3-fluoro-4-(6-(2-vinyl-2H-tetrazol-5-yl)pyridin-3-yl)phenyl)-5-(1-hydroxy-2,2,2-trifluoroethyl)oxazolidin-2-one phosphate